4-((4-(5-Isopropyl-1,2,4-oxadiazol-3-yl)pyridin-2-yl)((4-(4-methoxy-3-methylphenyl)bicyclo[2.2.2]octan-1-yl)methyl)carbamoyl)cyclohexyl trans-3-hydroxyazetidine-1-carboxylate OC1CN(C1)C(=O)OC1CCC(CC1)C(N(CC12CCC(CC1)(CC2)C2=CC(=C(C=C2)OC)C)C2=NC=CC(=C2)C2=NOC(=N2)C(C)C)=O